2-{3-[(2R,6S)-2,6-Dimethylmorpholin-4-carbonyl]-5,6-dihydrocyclopenta[c]pyrazol-1(4H)-yl}-1-{4-[(2-methoxyphenyl)methyl]piperidin-1-yl}ethan-1-on C[C@@H]1CN(C[C@@H](O1)C)C(=O)C=1C2=C(N(N1)CC(=O)N1CCC(CC1)CC1=C(C=CC=C1)OC)CCC2